ClC=1C=C(C(=NC1)I)OCC=CC1=CC=CC=C1 5-chloro-3-(cinnamyloxy)-2-iodopyridine